1-carboxyl-3,4,9,10-perylenetetracarboxylic n-pentyl ester C(CCCC)OC(=O)C=1C=C(C=2C3=CC=C(C=4C(=CC=C(C5=CC=C(C1C52)C(=O)O)C43)C(=O)O)C(=O)O)C(=O)O